1-[(3S)-4-(3,5-difluorophenyl)-3-methyl-piperazin-1-yl]-4-(6-methoxy-3-pyridyl)butane-1,4-dione FC=1C=C(C=C(C1)F)N1[C@H](CN(CC1)C(CCC(=O)C=1C=NC(=CC1)OC)=O)C